[Si](C)(C)(C(C)(C)C)OC1CC(C1)([2H])C1=C(C#N)C=CC(=C1)Cl (3-((tert-butyldimethylsilyl)oxy)cyclobutyl-1-d)-4-chlorobenzonitrile